C(C)(C)(C)OC(=O)N1CCOC\C=C/C1.C1(=CC=CC=C1)[C@@H]1N(C(OC1([2H])[2H])=O)C(\C=C\C1=C(C=CC=C1)C(F)(F)F)=O (S,E)-4-phenyl-3-(3-(2-Trifluoromethylphenyl)acryloyl)oxazolidin-2-one-5,5-d2 Tert-butyl-(Z)-2,3,5,8-tetrahydro-4H-1,4-oxazocine-4-carboxylate